COC(=O)C1=NC(=C(N=C1)OCC1=CC=C(C=C1)OC)SC1=C(C(=CC=C1)Cl)Cl 6-(2,3-dichlorophenyl)mercapto-5-[(4-methoxyphenyl)methoxy]Pyrazine-2-carboxylic acid methyl ester